5-isopropyl-N-(1-(3,4,5-trimethoxyphenyl)-1H-imidazol-4-yl)thiazolo[5,4-d]pyrimidin-7-amine C(C)(C)C=1N=C(C2=C(N1)SC=N2)NC=2N=CN(C2)C2=CC(=C(C(=C2)OC)OC)OC